C(CCCCC)O[Zn] hexoxyzinc